COC1=C(C=C(C=C1)OC=1C=C2C(=NC(=NC2=CC1)C)N[C@H](C)C1=CC(=CC(=C1)C(F)(F)F)[N+](=O)[O-])CC(=O)N(C)C (R)-2-(2-methoxy-5-((2-methyl-4-((1-(3-nitro-5-(trifluoromethyl)phenyl)ethyl)amino)quinazolin-6-yl)oxy)phenyl)-N,N-dimethylacetamide